5-(4-cyclopropyl-6-methoxypyrimidin-5-yl)-N-(3,3-difluoro-1-(4-(1-methyl-4-(trifluoromethyl)-1H-imidazol-2-yl)phenyl)cyclobutyl)-N,2-dimethyl-2H-pyrazolo[4,3-d]pyrimidin-7-amine C1(CC1)C1=NC=NC(=C1C=1N=C(C=2C(N1)=CN(N2)C)N(C)C2(CC(C2)(F)F)C2=CC=C(C=C2)C=2N(C=C(N2)C(F)(F)F)C)OC